C(C)C(/C=C(/C=O)\C)(CC=C(C)C)CC (E)-4,4-diethyl-2,7-dimethylocta-2,6-dienal